FC=1C=C(C=CC1F)C=1C(=NC(=NC1)NC=1C=NN(C1)C)NC=1C=C(C=CC1F)NC(C=C)=O N-(3-((5-(3,4-difluorophenyl)-2-((1-methyl-1H-pyrazol-4-yl)amino)pyrimidin-4-yl)amino)-4-fluorophenyl)acrylamide